5-Bromo-3-chloro-N-(3-chloro-5-((2-(diisopropylamino)ethyl)thio)phenyl)-2-hydroxybenzenesulfonamide BrC=1C=C(C(=C(C1)S(=O)(=O)NC1=CC(=CC(=C1)SCCN(C(C)C)C(C)C)Cl)O)Cl